FC1(COCCOCCN2N=CC(C3=NN(C=4C=CC(O1)=CC34)C3OCCCC3)=C2)F 13,13-difluoro-19-(oxan-2-yl)-8,11,14-trioxa-4,5,19,20-tetraazatetracyclo[13.5.2.12,5.018,21]tricosa-1(20),2(23),3,15(22),16,18(21)-hexaene